C[Hf](C1=C(C=CC=2C3=CC=C(C=C3CC12)C(C)(C)C)C(C)(C)C)(C1C=CC=C1)(=C(CCCC)C=1SC(=CC1)C)C dimethyl-(5-methylthienyl)(n-butyl)methylene(cyclopentadienyl)(2,7-di-tert-butylfluorenyl)hafnium